2-hydroxypropane dichloride [Cl-].[Cl-].OC(C)C